CC(CCC(=O)OC(C)(C)C)(C)C t-butyl 4,4-dimethylvalerate